tert-Butyl (S)-{1-[2-(benzo[d]isoxazol-3-yl)phenyl]-2-[6-(1-methyl-1H-pyrazol-4-yl)pyridine-2-yl]ethyl}carbamate O1N=C(C2=C1C=CC=C2)C2=C(C=CC=C2)[C@H](CC2=NC(=CC=C2)C=2C=NN(C2)C)NC(OC(C)(C)C)=O